3,4-dichloro-2-[(pyridin-4-yl)methyl]phenol ClC=1C(=C(C=CC1Cl)O)CC1=CC=NC=C1